3-(2-chlorophenyl)-N-methylimidazo[1,2-a]pyridin-6-amine ClC1=C(C=CC=C1)C1=CN=C2N1C=C(C=C2)NC